Tert-butyl 4-(4-cyano-3-(2,6-dimethylmorpholino)-6-(naphthalen-1-yl)-5,6,7,8-tetrahydro-2,6-naphthyridin-1-yl)-2-(cyanomethyl)piperazine-1-carboxylate C(#N)C1=C(N=C(C=2CCN(CC12)C1=CC=CC2=CC=CC=C12)N1CC(N(CC1)C(=O)OC(C)(C)C)CC#N)N1CC(OC(C1)C)C